2,6-bis(imino)pyridyliron N=C1NC(C=CC1[Fe])=N